(R)-2-(3-isopropylpiperazin-1-yl)-5-(trifluoromethyl)pyrimidine C(C)(C)[C@@H]1CN(CCN1)C1=NC=C(C=N1)C(F)(F)F